1-methyl-5-(3-oxopropyl)-3,4-dihydroisoquinoline-2(1H)-carboxylic acid tert-butyl ester C(C)(C)(C)OC(=O)N1C(C2=CC=CC(=C2CC1)CCC=O)C